C(C)(C)(C)OC(=O)NC1=CC=C(C=C1)OB(O)O (4-((tert-butoxycarbonyl)amino)phenyl)boric acid